(3r,4r)-4-fluoro-1-(5-fluoro-1-((5-fluoro-2-pyridinyl)methyl)-1H-benzimidazol-2-yl)-3-piperidinamine F[C@H]1[C@@H](CN(CC1)C1=NC2=C(N1CC1=NC=C(C=C1)F)C=CC(=C2)F)N